O.[U+2](=O)=O uranyl monohydrate